N7-(1,1-dioxo-2,3-dihydrobenzothiophen-3-yl)-2-(methoxymethyl)pyrazolo[1,5-a]pyrimidine-3,7-dicarboxamide O=S1(CC(C2=C1C=CC=C2)NC(=O)C2=CC=NC=1N2N=C(C1C(=O)N)COC)=O